C(C)C1=NC(=C2N1CCN(C2)C(=O)OC(C)(C)C)C2=CC=CC=1N2C=NC1C=1C=NC(=CC1)C(=O)OC tert-Butyl 3-ethyl-1-(1-(6-(methoxycarbonyl)pyridin-3-yl)imidazo[1,5-a]pyridin-5-yl)-5,6-dihydroimidazo[1,5-a]pyrazine-7(8H)-carboxylate